CC=1C=2N(C=C(N1)C)N=C(C2)C=2N=C1N(CC2)C=C(C=C1)N1CCNCC1 2-(4,6-dimethylpyrazolo[1,5-a]pyrazin-2-yl)-7-(piperazin-1-yl)-4H-pyrido[1,2-a]pyrimidin